N-(6-chloro-4-(4-methylpiperazin-1-yl)-3'-(morpholinomethyl)-[1,1'-biphenyl]-3-yl)-6-oxo-4-(trifluoromethyl)-1,6-dihydropyridine-3-carboxamide ClC1=CC(=C(C=C1C1=CC(=CC=C1)CN1CCOCC1)NC(=O)C1=CNC(C=C1C(F)(F)F)=O)N1CCN(CC1)C